ClC=1C(C2=CC=CC=C2C(C1Cl)=O)=O 2,3-dichloro-naphthoquinone